(S)-(5-fluoro-2-(2-methoxy-7-methylquinoxalin-5-yl)-8,8-dimethyl-7,8-dihydrobenzofuro[5,4-d]thiazol-7-yl)methanol FC1=CC=2N=C(SC2C=2C([C@H](OC21)CO)(C)C)C2=C1N=CC(=NC1=CC(=C2)C)OC